N-chloro-di-n-propylamine ClN(CCC)CCC